ethyl catecholate C(C)C1=C(C([O-])=CC=C1)[O-]